tert-butyl (cis)-octahydropyrrolo[3,4-c]pyrrole-2-carboxylate C1N(C[C@@H]2[C@H]1CNC2)C(=O)OC(C)(C)C